1-((2R,6S)-4-(2-(4-aminophenoxy)ethyl)-2,6-dimethylpiperazin-1-yl)ethan-1-one trifluoroacetate FC(C(=O)O)(F)F.NC1=CC=C(OCCN2C[C@H](N([C@H](C2)C)C(C)=O)C)C=C1